DI-ISOPROPYL KETONE C(C)(C)C(=O)C(C)C